ClC1=NC=C(C(=C1)O[C@H](CCO)C)C#CC1CCN(CC1)C (S)-3-((2-chloro-5-((1-methylpiperidin-4-yl)ethynyl)pyridin-4-yl)oxy)butan-1-ol